COC1=CC2=C(N(C(O2)=O)CCNC(\C=C\C2=CC=C(C=C2)Cl)=O)C=C1 (E)-N-(2-(6-methoxy-2-oxo-2,3-dihydro-1,3-benzooxazol-3-yl)ethyl)-3-(4-chlorophenyl)acrylamide